C1(=CC=CC=C1)NC(NC1=C(C=CC=C1)NS(=O)(=O)C1=CC=CC=C1)=O N-(2-(3-Phenylureido)-phenyl)benzenesulfonamide